CC(C)(C)OC(=O)NC1CCCC(C1)N 1-N-Boc-1,3-cyclohexyldiamine